C(C)N(C(C(=O)C1=CNC2=C(C=C(C=C12)OC)C)=O)C(C)C N-ethyl-N-isopropyl-2-(5-methoxy-7-methyl-1H-indol-3-yl)-2-oxoacetamide